C1(CCCCC1)[C@@H](C(=O)NC1=NC=C(C=C1)C=1C(=NOC1C)C)NC(OC(C)(C)C)=O tert-butyl (S)-(1-cyclohexyl-2-((5-(3,5-dimethyl isoxazol-4-yl)pyridin-2-yl)amino)-2-oxoethyl)carbamate